[Fe+2].CC1=CC(=NC=C1)C1=NC=CC(=C1)C#CC1=CC=NC=C1.CC1=CC(=NC=C1)C1=NC=CC(=C1)C#CC1=CC=NC=C1.CC1=CC(=NC=C1)C1=NC=CC(=C1)C#CC1=CC=NC=C1 tris[4'-methyl-4-(2-(4-pyridyl)ethynyl)-2,2'-bipyridine] iron (II)